C1(=CC=CC=C1)C1=NN=C(O1)C(CCCCCCCCCCCCCCC)NC1=CC=C(C=C1)C (1-(5-phenyl-1,3,4-oxadiazol-2-yl)hexadecyl)-4-methyl-aniline